CN(C1(CC1)CN1N=CC(=C1)[N+](=O)[O-])C N,N-dimethyl-1-((4-nitro-1H-pyrazol-1-yl)methyl)cyclopropan-1-amine